CN(C(=O)C1(CCN(CC1)CC1=CC2=C(NC(OC2)=O)C=C1)CCC1=CC=CC=C1)C N,N-dimethyl-1-((2-oxo-2,4-dihydro-1H-benzo[d][1,3]oxazin-6-yl)methyl)-4-phenethyl-piperidine-4-carboxamide